2-(3-chlorophenyl)-2,2-difluoro-1-(pyridin-4-yl)ethyl ((S)-1-oxo-1-(((S)-1-oxo-3-((S)-2-oxopyrrolidin-3-yl)propan-2-yl)amino)hexan-2-yl)carbamate O=C([C@H](CCCC)NC(OC(C(F)(F)C1=CC(=CC=C1)Cl)C1=CC=NC=C1)=O)N[C@H](C=O)C[C@H]1C(NCC1)=O